3-methyl-1-(methylamino)-2,3,4,5-tetrahydro-1H-phenanthridin-6-one CC1CC(C=2C3=CC=CC=C3C(NC2C1)=O)NC